COCCOCCOCCOCC(=O)N[C@@H](CCCNC(N)=N)C(=O)OCC ethyl (2,5,8,11-tetraoxatridecan-13-oyl)-L-argininate